2-(2-((tert-butyldimethylsilyl)oxy)propan-2-yl)-4-methyl-5-(4,4,5,5-tetramethyl-1,3,2-dioxaborolan-2-yl)pyridine [Si](C)(C)(C(C)(C)C)OC(C)(C)C1=NC=C(C(=C1)C)B1OC(C(O1)(C)C)(C)C